O=C1NC(CCC1N1C(C2=CC=C(C=C2C1=O)NCCCCN1CCN(CC1)C1=CC=C(C=C1)/C(=C(/CC)\C1=CC=CC=C1)/C1=CC=C(C=C1)O)=O)=O (E)-2-(2,6-dioxopiperidin-3-yl)-5-((4-(4-(4-(1-(4-hydroxyphenyl)-2-phenylbut-1-en-1-yl)phenyl)piperazin-1-yl)butyl)amino)isoindoline-1,3-dione